C(C)(C)(C)OC(NC1CC(C1)OC1=CC(=C(C=C1)Br)Cl)=O ((1r,3r)-3-(4-bromo-3-chlorophenoxy)cyclobutyl)carbamic acid tert-butyl ester